[IH]1[IH][IH]C=C1 Tri-iodoL